3-oxa-7,9-diazabicyclo[3.3.1]nonane-9-carboxylic acid tert-butyl ester C(C)(C)(C)OC(=O)N1C2COCC1CNC2